CN1CCC(CC1)C(=O)NCCOCCOCCOCCOCC(COCCCCCCCC(=O)OCCCCCCCCC)OCCCCCCCC(=O)OCCCCCCCCC nonyl 8-[3-[2-[2-[2-[2-[(1-methylpiperidine-4-carbonyl)amino]ethoxy]ethoxy]ethoxy]ethoxy]-2-(8-nonoxy-8-oxooctoxy)propoxy]octanoate